C(C)(C)(C)OC(=O)N1CC(CC(C1)OCCOS(=O)(=O)C1=CC=C(C)C=C1)C 3-Methyl-5-[2-(p-toluenesulfonyloxy)ethoxy]piperidine-1-carboxylic acid tert-butyl ester